racemic-[6-chloro-1-(hydroxymethyl)tetralin-1-yl]methyl benzoate C(C1=CC=CC=C1)(=O)OC[C@@]1(CCCC2=CC(=CC=C12)Cl)CO |r|